C[C@@H]1O[C@@H](CN([C@@H]1CNC1=NC=C(N=C1)C(F)(F)F)C(=O)C1=NN(C=C1C1=CC=C(C=C1)F)C)C ((2S,3R,6R)-2,6-Dimethyl-3-(((5-(trifluoromethyl)pyrazin-2-yl)amino)methyl)morpholino)(4-(4-fluorophenyl)-1-methyl-1H-pyrazol-3-yl)methanone